C(C)(=O)OCCCCCCCCF 8-fluorooctyl acetate